FC1=CC=C(C=C1)C1(CCN(CC1)C(=O)OC(C)(C)C)NS(=O)(=O)C=1C=NC(=CC1)OC(C)C tert-butyl 4-(4-fluorophenyl)-4-[(6-isopropoxy-3-pyridyl)sulfonylamino]piperidine-1-carboxylate